CN(C[C@@H](C)O)C (2R)-1-(dimethylamino)propan-2-ol